1,4,7-triazacyclononane-1,4-diphosphonic acid N1(CCN(CCNCC1)P(O)(=O)O)P(O)(=O)O